Tert-Butyl 2-((2-chloropyrimidin-4-yl)amino)-7-azaspiro[3.5]nonane-7-carboxylate ClC1=NC=CC(=N1)NC1CC2(C1)CCN(CC2)C(=O)OC(C)(C)C